C(C(O)C)(=O)O.C(C(O)C)(=O)O.N1=CC=CC(=C1)C1N(C)CCC1 nicotine dilactate